benzyl 6-(5-methyl-1,3,4-thiadiazol-2-yl)-8-nitro-3,4-dihydroquinoline-1(2H)-carboxylate CC1=NN=C(S1)C=1C=C2CCCN(C2=C(C1)[N+](=O)[O-])C(=O)OCC1=CC=CC=C1